N,N-dimethyl-carbamic acid m-dimethylaminophenyl ester CN(C=1C=C(C=CC1)OC(N(C)C)=O)C